3-amino-4-(1-(2-(piperidin-4-yl)acetyl)piperidin-4-yl)-1-(4-((4-(trifluoromethyl)piperidin-2-yl)carbamoyl)phenyl)-1H-pyrrole-2-carboxamide NC1=C(N(C=C1C1CCN(CC1)C(CC1CCNCC1)=O)C1=CC=C(C=C1)C(NC1NCCC(C1)C(F)(F)F)=O)C(=O)N